The molecule is a 2-hydroxy fatty acid derived from linoleic acid. It has a role as an Arabidopsis thaliana metabolite, an antineoplastic agent, a PPARalpha agonist and a PPARgamma agonist. It is a 2-hydroxy fatty acid, a long-chain fatty acid and a HODE. It derives from a linoleic acid. CCCCC/C=C\\C/C=C\\CCCCCCC(C(=O)O)O